N1(C=NC2=C1C=CC=C2)CC(=O)N2[C@@H](C[C@H](C2)F)C(=O)N[C@H](C2=NC=C(C=C2)C(C)C)C2=CC=CC=C2 (2S,4R)-1-[2-(1H-1,3-benzodiazol-1-yl)acetyl]-4-fluoro-N-[(S)-phenyl[5-(propan-2-yl)pyridin-2-yl]methyl]pyrrolidine-2-carboxamide